4-oxo-6-((1R,2R)-2-(pyrimidin-2-yl)cyclobutyl)-1-((S)-1-(5-(trifluoromethyl)pyrazin-2-yl)ethyl)-4,5-dihydro-1H-pyrazolo[3,4-d]pyrimidine-3-carbonitrile O=C1C2=C(N=C(N1)[C@H]1[C@@H](CC1)C1=NC=CC=N1)N(N=C2C#N)[C@@H](C)C2=NC=C(N=C2)C(F)(F)F